Methyl N2-((S)-2-((((3-chlorobenzyl)oxy)carbonyl)amino)-3-cyclohexylpropanoyl)-N5-(2-(2-ethoxyethoxy)ethyl)-N5-methyl-L-glutaminate ClC=1C=C(COC(=O)N[C@H](C(=O)N[C@@H](CCC(N(C)CCOCCOCC)=O)C(=O)OC)CC2CCCCC2)C=CC1